The molecule is an aminobenzoic acid that is anthranilic acid in which the hydrogen at position 5 on the phenyl ring is replaced by fluorine. It has a role as an antimetabolite. It is an aminobenzoic acid and an organofluorine compound. It derives from an anthranilic acid. C1=CC(=C(C=C1F)C(=O)O)N